N-(4-(4-amino-3-(3-chloro-4-((4-methylpyrimidin-2-yl)oxy)phenyl)-7-cyano-1-methyl-1H-pyrrolo[3,2-c]pyridin-2-yl)-3-fluorophenyl)methacrylamide NC1=NC=C(C2=C1C(=C(N2C)C2=C(C=C(C=C2)NC(C(=C)C)=O)F)C2=CC(=C(C=C2)OC2=NC=CC(=N2)C)Cl)C#N